ClC1=NC=CC(=C1)N1C[C@H]2NS(C=3C(OC[C@H]2C1)=C(N(C3)C)C(=O)NC3=CC(=C(C=C3)F)C)(=O)=O cis-2-(2-Chloropyridin-4-yl)-N-(4-fluoro-3-methylphenyl)-7-methyl-2,3,3a,4,10,10a-hexahydro-1H,7H-dipyrrolo[3,4-b:3',4'-f][1,4,5]oxathiazocin-8-carboxamid-5,5-dioxid